1-(3-(2-((S)-1-((S)-2-((S)-2-((tert-butoxycarbonyl)(methyl)amino)propanamido)-2-cyclohexylacetyl)pyrrolidin-2-yl)thiazole-4-carbonyl)phenoxy)-3,6,9,12-tetraoxapentadecan-15-oate C(C)(C)(C)OC(=O)N([C@H](C(=O)N[C@H](C(=O)N1[C@@H](CCC1)C=1SC=C(N1)C(=O)C=1C=C(OCCOCCOCCOCCOCCC(=O)[O-])C=CC1)C1CCCCC1)C)C